BrC=1C=C(C=CC1)C[C@@H](C(=O)OC(C)(C)C)[C@H]1CN(CC1)C(=O)OC(C)(C)C tert-butyl (S)-3-((R)-3-(3-bromophenyl)-1-(tert-butoxy)-1-oxopropane-2-yl)pyrrolidine-1-carboxylate